FC=1C=CC2=C(CCO2)C1CNC=1N=CC2=C(C(=NC=3C=C(C=CC23)C(=O)N)C=2NC=CC2)N1 3-(((5-fluoro-2,3-dihydrobenzofuran-4-yl)methyl)amino)-5-(1H-pyrrol-2-yl)pyrimido[4,5-c]quinoline-8-carboxamide